C(C=C)(=O)O.C(C=C)(=O)O.C1(CCCCCCCCC1)(N)N.C1(CCCCCCCCC1)(N)N.C1(CCCCCCCCC1)(N)N tricyclodecanediamine diacrylate